ethyl 11-bromoundecanoate BrCCCCCCCCCCC(=O)OCC